(R)-N-((5-cyclohexylpyridin-2-yl)methyl)-N-(3-hydroxy-4-(methoxycarbamoyl)phenyl)-1-((perfluorophenyl)sulfonyl)azetidine-2-carboxamide C1(CCCCC1)C=1C=CC(=NC1)CN(C(=O)[C@@H]1N(CC1)S(=O)(=O)C1=C(C(=C(C(=C1F)F)F)F)F)C1=CC(=C(C=C1)C(NOC)=O)O